BrC1(C#N)CN=CC=C1C 3-bromo-4-methylnicotinonitrile